C(#N)C1=CC(=NC(=C1)C)N1CCC2(CC1)[C@@H](C1=CC=CC=C1C2)N[S@](=O)C(C)(C)C (R)-N-((S)-1'-(4-cyano-6-methylpyridin-2-yl)-1,3-dihydrospiro[indene-2,4'-piperidin]-1-yl)-2-methylpropan-2-sulfinamide